3-(2-methyl-5-((4-((3-morpholinoazetidin-1-yl)methyl)benzyl)amino)-4-oxoquinazolin-3(4H)-yl)piperidine-2,6-dione CC1=NC2=CC=CC(=C2C(N1C1C(NC(CC1)=O)=O)=O)NCC1=CC=C(C=C1)CN1CC(C1)N1CCOCC1